5-(3-(4-methylpent-1-ynyl)phenylsulfinyl)-1H-1,2,3-triazole-4-carboxylic acid CC(CC#CC=1C=C(C=CC1)S(=O)C1=C(N=NN1)C(=O)O)C